FC=1C=C(C=CC1F)N1C=2N(CCC1)N=C(N2)NC2=CC(=C(C=C2)N2N=C(N=C2)C)F 4-(3,4-difluorophenyl)-N-[3-fluoro-4-(3-methyl-1,2,4-triazol-1-yl)phenyl]-6,7-dihydro-5H-[1,2,4]triazolo[1,5-a]pyrimidin-2-amine